3-(4-fluorophenyl)-7-methyl-1H-indole FC1=CC=C(C=C1)C1=CNC2=C(C=CC=C12)C